bromo-3-(2-methyl-4-oxo-quinazolin-3(4H)-yl)piperidine BrN1CC(CCC1)N1C(=NC2=CC=CC=C2C1=O)C